4-iodo-N-(1'-methylspiro[cyclopropane-1,3'-indoline]-5'-yl)-2-(6-azaspiro[2.5]octan-6-yl)benzamide IC1=CC(=C(C(=O)NC=2C=C3C4(CN(C3=CC2)C)CC4)C=C1)N1CCC4(CC4)CC1